Tert-butyl (Z)-(2-(((6-hydroxy-1-methylcyclooct-4-en-1-yl)methyl)amino)ethyl)(methyl)carbamate OC1\C=C/CCC(CC1)(C)CNCCN(C(OC(C)(C)C)=O)C